1-cyclopropyl-6-methyl-4-oxo-1,4-dihydropyridine C1(CC1)N1C=CC(C=C1C)=O